C(C)(=O)N1CCN(CC1)[C@H]1C[C@H](CCC1)N1C=CC2=C(C=CC(=C12)C)F N-((1S,3R)-3-(4-acetylpiperazin-1-yl)cyclohexyl)-4-fluoro-7-methyl-1H-indole